[(3R)-3-(4-chlorophenyl)pyrrolidin-1-yl]-(4-fluoro-3-pyridazin-4-yl-1H-pyrazol-5-yl)methanone ClC1=CC=C(C=C1)[C@@H]1CN(CC1)C(=O)C1=C(C(=NN1)C1=CN=NC=C1)F